1-(3-methylbut-2-en-1-yl)guanidine hydrochloride Cl.CC(=CCNC(=N)N)C